FC1CCN(CC1)C1=NC(=CC(=C1)C1=NN=C(O1)C1=C(C=C(C=C1)NS(=O)(=O)CCO)N1CCC2(CC2)CC1)C N-(4-(5-(2-(4-fluoropiperidin-1-yl)-6-methylpyridin-4-yl)-1,3,4-oxadiazol-2-yl)-3-(6-Azaspiro[2.5]octane-6-yl)phenyl)-2-hydroxyethane-sulfonamide